ClC(C1=NC(=NC(=N1)C(Cl)(Cl)Cl)C(CC=1OC(=CC1)C)=O)(Cl)Cl 2,4-bis(trichloromethyl)-6-[2-(5-methyl-2-furyl)acetyl]-s-triazine